OC1(CCC(CC1)NC(=O)C1=CC(=NN1[C@@H](C)C1=CC=CC=C1)C(=O)NC)C N5-((1s,4R)-4-Hydroxy-4-methylcyclohexyl)-N3-methyl-1-((S)-1-phenylethyl)-1H-pyrazole-3,5-dicarboxamide